7-[1-(2,6-dioxo-3-piperidyl)-3-methyl-2-oxo-benzimidazol-5-yl]Hept-6-ynenal O=C1NC(CCC1N1C(N(C2=C1C=CC(=C2)C#CCCC=CC=O)C)=O)=O